C1(=CC=CC=C1)CC[C@@H](O)C1=CC=C(C=C1)F (R)-3-phenyl-1-(p-fluorophenyl)propan-1-ol